ClC=1C=C(C=CC1C=1N(C2=NC=NC(=C2N1)OC1(CC1)C)CC1=NC=CC(=C1)C)C(=O)N1C[C@H](CC1)F (S)-(3-chloro-4-(6-(1-methylcyclopropoxy)-9-((4-methylpyridin-2-yl)methyl)-9H-purin-8-yl)phenyl)(3-fluoropyrrolidin-1-yl)methanone